4-bromobenzoylmethyl bromide BrC1=CC=C(C(=O)CBr)C=C1